C(CCCCCCC)C1=C(C(=O)O)C=CC(=C1OC)O octyl-vanillic acid